(diphenylmethylene)amino-2-methylpropane C1(=CC=CC=C1)C(C1=CC=CC=C1)=NCC(C)C